5-(3-chloropropanoyl)-2-fluoro-5,10-dihydro-11H-dibenzo[b,e][1,4]diazepin-11-one ClCCC(=O)N1C2=C(NC(C3=C1C=CC(=C3)F)=O)C=CC=C2